(R)-N-[4-[8-amino-6-methyl-3-(trideuteriomethyl)imidazo[1,5-a]pyrazin-1-yl]-2,3-difluoro-phenyl]-2-[3-fluoro-5-(trifluoromethyl)phenyl]-2-hydroxy-acetamide NC=1C=2N(C=C(N1)C)C(=NC2C2=C(C(=C(C=C2)NC([C@H](O)C2=CC(=CC(=C2)C(F)(F)F)F)=O)F)F)C([2H])([2H])[2H]